ClC=1C=CC(=C(C(=O)NCCC2=CC=C(C=C2)S(N)(=O)=O)C1)OC 5-chloro-2-methoxy-N-[2-(4-sulfamoylphenyl)-ethyl]-benzamide